FC1=C(C=CC=C1)CSSCC1=C(C=CC=C1)F bis[(2-fluorophenyl) methyl] disulfide